1-(3-chlorophenyl)-2-(phenylseleno)ethan-1-one ClC=1C=C(C=CC1)C(C[Se]C1=CC=CC=C1)=O